methyl 2-(3-bromo-2-methylphenyl)-7-cyanobenzo[d]oxazole-5-carboxylate BrC=1C(=C(C=CC1)C=1OC2=C(N1)C=C(C=C2C#N)C(=O)OC)C